CC1N(CCOC1)C=1C=C(C=2N(N1)C(=NC2)C2=CNC=C2)C2=CC=NN2C 3-methyl-4-(4-(1-methyl-1H-pyrazol-5-yl)-7-(1H-pyrrole-3-yl)imidazo[1,5-b]pyridazin-2-yl)morpholine